bis(3,5-dimethyl-2-phenylpyrazine) iridium [Ir].CC=1C(=NC=C(N1)C)C1=CC=CC=C1.CC=1C(=NC=C(N1)C)C1=CC=CC=C1